3-((4-Chloro-6-(3-methylisoxazol-4-yl)-1-oxoisoquinolin-2(1H)-yl)methyl)-N-methylbenzamide ClC1=CN(C(C2=CC=C(C=C12)C=1C(=NOC1)C)=O)CC=1C=C(C(=O)NC)C=CC1